N-(3-fluoro-4-((1-isopropyl-2-oxo-2,3-dihydro-1H-imidazo[4,5-b]pyridin-7-yl)oxy)phenyl)-2-(1-phenyl-5-(trifluoromethyl)-1H-pyrazol-4-yl)acetamide FC=1C=C(C=CC1OC1=C2C(=NC=C1)NC(N2C(C)C)=O)NC(CC=2C=NN(C2C(F)(F)F)C2=CC=CC=C2)=O